C(C)OC(=O)C=1N=NN(C1OC1=CC(=CC=C1)Br)CC1=CC=C(C=C1)OC 5-(3-bromophenoxy)-1-(4-methoxybenzyl)-1H-1,2,3-triazole-4-carboxylic acid ethyl ester